OC(C(=O)O)C(CO)O 2,3,4-trihydroxybutyric acid